methyl 3-(dipropylcarbamoyl)-5-iodobenzoate C(CC)N(C(=O)C=1C=C(C(=O)OC)C=C(C1)I)CCC